2-hydroxy-propane-1-yl-ethanesulfonic acid OC(CC(C)S(=O)(=O)O)C